OC1=CC=C(C=C1)N(C(CCCCC(=O)N)=O)C1=CC=C(C=C1)O N,N-bis(4-hydroxyphenyl)adipamide